C(C)OC(CCC(=O)C1=NC(=CC=C1O)C1=C(C=CC(=C1)Cl)C)=O 4-[6-(5-chloro-2-methyl-phenyl)-3-hydroxy-pyridin-2-yl]-4-oxo-butyric acid ethyl ester